1-(3-fluoropropyl)azetidin-3-amine hydrochloride Cl.FCCCN1CC(C1)N